ClC1=CC=C2C(=NC=3N(C2=C1)C=NN3)N(C=3C=C(C=CC3C(C(=O)O)(C)C)C3=CC=CC=C3)C (3-((8-chloro-[1,2,4]triazolo[4,3-a]quinazolin-5-yl)(methyl)amino)-[1,1'-biphenyl]-4-yl)-2-methylpropanoic acid